8-(6-((3-(dimethylamino)cyclobutoxy)methyl)pyridin-3-yl)-1-isopropyl-3-methyl-1H-imidazo[4,5-c]cinnolin-2(3H)-one CN(C1CC(C1)OCC1=CC=C(C=N1)C1=CC=2C3=C(N=NC2C=C1)N(C(N3C(C)C)=O)C)C